C(C=C)(=O)OCCC[Si](OC)(OC)C acryloxypropyl-methyldimethoxysilane